isoquinoline-2-ylbenzenesulfonate C1N(C=CC2=CC=CC=C12)C1=C(C=CC=C1)S(=O)(=O)[O-]